4-[2-ethoxyethyl-[4-(5,6,7,8-tetrahydro-1,8-naphthyridin-2-yl)butyl]amino]-2-[[5-(trifluoromethyl)thiazole-4-carbonyl]amino]butanoic acid C(C)OCCN(CCC(C(=O)O)NC(=O)C=1N=CSC1C(F)(F)F)CCCCC1=NC=2NCCCC2C=C1